O1C(CC1)CN1C=CC2=CC=C(C=C12)C(=O)O 1-(oxetan-2-ylmethyl)-1h-indole-6-carboxylic acid